1-(4-(3-(1H-indol-1-yl)prop-1-yn-1-yl)phenyl)ethane-1-one N1(C=CC2=CC=CC=C12)CC#CC1=CC=C(C=C1)C(C)=O